N[C@@H](C(=O)N[C@@H](CCCC1=CC=CC=C1)B1OC(C(O1)(C)C)(C)C)CC(=O)N1CCOCC1 (R)-2-amino-4-morpholino-4-oxo-N-((R)-4-phenyl-1-(4,4,5,5-tetramethyl-1,3,2-dioxaborolan-2-yl)butyl)butanamide